2-(3-isopropyl-2-(2-methylpyridin-4-yl)-1H-indol-5-yl)-2-methylpropanamid C(C)(C)C1=C(NC2=CC=C(C=C12)C(C(=O)N)(C)C)C1=CC(=NC=C1)C